N-((1S,3S)-3-(carbamoylmethyl)cyclohexyl)imidazo[1,2-a]pyridine-7-carboxamide C(N)(=O)C[C@@H]1C[C@H](CCC1)NC(=O)C1=CC=2N(C=C1)C=CN2